BrC1=CN=C2N1C=C(N=C2Cl)C 3-bromo-8-chloro-6-methylimidazo[1,2-a]pyrazine